(8S,9S,10R,11S,13S,14S,16R,17S)-11,16,17-trihydroxy-17-(2-hydroxyacetyl)-10,13-dimethyl-6,7,8,9,10,11,12,13,14,15,16,17-dodecahydro-3H-cyclopenta[a]phenanthrylanthracen-3-one O[C@H]1C[C@@]2([C@]([C@@H](C[C@H]2[C@@H]2CCC3=CCC=C([C@@]3([C@@H]12)C)C=1CC(C=C2C=C3C=CC=CC3=CC12)=O)O)(C(CO)=O)O)C